4-(4-chlorophenyl)-2-(2-methyl-1-imidazolyl)-5-[3-(2-methylphenoxyl)propyl]oxazole ClC1=CC=C(C=C1)C=1N=C(OC1CCCOC1=C(C=CC=C1)C)N1C(=NC=C1)C